O=C1N(CC2=C(C=CC=C12)SCC=1SC=C(N1)CN1CCCCC1)C1C(NC(CC1)=O)=O 3-(1-oxo-4-(((4-(piperidin-1-ylmethyl)thiazol-2-yl)methyl)thio)isoindolin-2-yl)piperidine-2,6-dione